CC(C=O)CC1=CC=C(C=C1)CC(C)C 2-methyl-3-(4-isobutyl-phenyl)propanal